BrC1=C(C=CC=C1)C=CC(=O)C1=CC=CC=C1 3-(2-bromophenyl)-1-phenylpropan-2-en-1-one